(trifluoroacetyl)glycine FC(C(=O)NCC(=O)O)(F)F